Iso-octanoic acid C(CCCCC(C)C)(=O)O